C[C@H]1CN(CC2=CC=C(C=C12)N1C[C@@]2(CC1=O)CNCC2)C2=C1C(=NC=C2)N(N=C1)C (5S)-2-[(4R)-4-methyl-2-(1-methylpyrazolo[3,4-b]pyridin-4-yl)-3,4-dihydro-1H-isoquinolin-6-yl]-2,7-diazaspiro[4.4]nonan-3-one